The molecule is a phosphatidylcholine 31:0 in which the fatty acyl groups at positions 1 and 2 are specified as pentadecanoyl and hexadecanoyl respectively It has a role as a Papio hamadryas metabolite. CCCCCCCCCCCCCCCC(=O)O[C@H](COC(=O)CCCCCCCCCCCCCC)COP(=O)([O-])OCC[N+](C)(C)C